OC1(CC(C1)NC=1N=CC2=C(N1)C(=NC(=C2)C#N)NC(C)C)C 2-(((1r,3r)-3-hydroxy-3-methylcyclobutyl)amino)-8-(isopropylamino)pyrido[3,4-d]pyrimidine-6-carbonitrile